ClC=1C=C(C=CC1)C1=CSC=2N=CN=C(C21)N2CCOCC2 4-(5-(3-chlorophenyl)thieno[2,3-d]pyrimidin-4-yl)morpholine